N-(2,2-dimethylpropyl)-3-methoxy-6-(3-methylanilino)-pyridine-2-carboxamide CC(CNC(=O)C1=NC(=CC=C1OC)NC1=CC(=CC=C1)C)(C)C